CN(C1=CC=C(C=N1)N1C[C@H](CCC1)NC(OC(C)(C)C)=O)C tert-butyl N-[(3S)-1-[6-(dimethylamino)pyridin-3-yl]piperidin-3-yl]carbamate